9-decyl-tetracyclo[6.2.1.13,6.02,7]-4-dodecene C(CCCCCCCCC)C1C2C3C4C=CC(C3C(C1)C2)C4